FC1=CC=C(C=C1)[C@H]([C@H]1CN2C(C=3N1N=CC(C3O)=O)=NC=C2)C2=CC=CC=C2 (S)-6-((R)-(4-fluorophenyl)(phenyl)methyl)-11-hydroxy-5H-imidazo[2',1':3,4]pyrazino[1,2-b]pyridazin-10(6H)-one